FC(CC1=CC=CC=C1)(\C=C(/CCC1=CC=C(C=C1)F)\C1=CC=C(C=C1)F)F (E)-2,2-difluoro-4,6-bis(4-fluorophenyl)-1-phenylhex-3-en